N-[(6-Amino-2-pyridyl)sulfonyl]-6-[3-fluoro-5-(2-hydroxy-2-methyl-propoxy)phenyl]-2-[(4S)-2,2,4-trimethylpyrrolidin-1-yl]pyridin-3-carboxamid NC1=CC=CC(=N1)S(=O)(=O)NC(=O)C=1C(=NC(=CC1)C1=CC(=CC(=C1)OCC(C)(C)O)F)N1C(C[C@@H](C1)C)(C)C